COC1=CC=C(C=C1)C1=NOC(=N1)N1CCC(CC1)C(=O)NC[C@H]1CN(CC1)C[C@@H]1CN(CCC1)C(=O)OC(C)(C)C tert-butyl (R)-3-(((S)-3-((1-(3-(4-methoxyphenyl)-1,2,4-oxadiazol-5-yl)piperidine-4-carboxamido)methyl)pyrrolidin-1-yl)methyl)piperidine-1-carboxylate